[OH-].[Li+] Lithium Hydroxide